2-(methylsulfanyl)-6H,8H-pyrido[4,3-d]pyrimidine-5,7-dione CSC=1N=CC2=C(N1)CC(NC2=O)=O